3-bromo-5-[(1S)-1-{[(R)-2-methylpropane-2-sulfinyl]amino}but-3-en-1-yl]benzamide BrC=1C=C(C(=O)N)C=C(C1)[C@H](CC=C)N[S@](=O)C(C)(C)C